BrC=1C=CC(=NC1)N1C[C@@H]2[C@H](C1)CC(C2)(C(=O)NC=2C=NC(=CC2)OC)C (3aR,5r,6aS)-2-(5-bromopyridin-2-yl)-N-(6-methoxypyridin-3-yl)-5-methyloctahydrocyclopenta[c]pyrrole-5-carboxamide